ClCCOCCOCCOCCCl 1,11-Dichloro-3,6,9-trioxaundecan